4-(4-bromophenyl)cyclohexane-1-one benzyl-rac-(3R,4S)-3-hydroxy-4-[(4-nitrophenyl)sulfonylamino]piperidine-1-carboxylate C(C1=CC=CC=C1)OC(=O)N1C[C@H]([C@H](CC1)NS(=O)(=O)C1=CC=C(C=C1)[N+](=O)[O-])O.BrC1=CC=C(C=C1)C1CCC(CC1)=O |r|